COC(=O)C1=NC=CC=C1C=1N=NN(C1)[C@@H](C(C)(C)C)C(=O)N1[C@@H](C[C@H](C1)O)C(NC)=O 3-[1-[(1S)-1-[(2S,4r)-4-hydroxy-2-(methylcarbamoyl)pyrrolidine-1-carbonyl]-2,2-dimethyl-propyl]triazol-4-yl]pyridine-2-carboxylic acid methyl ester